ClC=1C=C(C(=O)NCC2=C3C=NNC3=CC=C2C2CC2)C=CC1OC(F)F 3-Chloro-N-((5-cyclopropyl-1H-indazol-4-yl)methyl)-4-(difluoromethoxy)benzamid